9-Methyl-N-((1s,4s)-4-((7-morpholino-1,6-naphthyridin-5-yl)oxy)cyclohexyl)-9H-purin-2-amine CN1C2=NC(=NC=C2N=C1)NC1CCC(CC1)OC1=C2C=CC=NC2=CC(=N1)N1CCOCC1